N1CC2(C=3C1=CN=CC3)CCCC2 1',2'-dihydrospiro[cyclopentane-1,3'-pyrrolo[2,3-c]pyridine]